4-Nonanone CCCC(CCCCC)=O